tert-butyl 6-(5-bromo-1-tosyl-1H-pyrrolo[2,3-b]pyridin-3-yl)-3,4-dihydroisoquinoline-2(1H)carboxylate BrC=1C=C2C(=NC1)N(C=C2C=2C=C1CCN(CC1=CC2)C(=O)OC(C)(C)C)S(=O)(=O)C2=CC=C(C)C=C2